(R)-3-bromo-N-(4-cyano-3-(trifluoromethyl)phenyl)-2-hydroxy-2-methylpropanamide BrC[C@](C(=O)NC1=CC(=C(C=C1)C#N)C(F)(F)F)(C)O